C(=O)(O)C(=C(C=C(C1=CC=CC=C1)C1=CC=CC=C1)CC(C)(C)C)C(=O)O 1,1-dicarboxyl-(2,2'-dimethylpropyl)-4,4-diphenylbutadiene